(R)-N-(3-(N-(tert-butyl)sulfamoyl)phenyl)-6-(3-hydroxypyrrolidin-1-yl)-2-(6-azaspiro[2.5]octan-6-yl)nicotinamide C(C)(C)(C)NS(=O)(=O)C=1C=C(C=CC1)NC(C1=C(N=C(C=C1)N1C[C@@H](CC1)O)N1CCC2(CC2)CC1)=O